C(#N)C1=CC(=C(COC=2SC=C(N2)C2=CCN(CC2)C(=O)O)C=C1)F 4-(2-(4-cyano-2-fluorobenzyloxy)thiazol-4-yl)-5,6-dihydropyridine-1(2H)-carboxylic acid